C(C)(=O)N[C@H]1[C@@H](O[C@@H]([C@@H]([C@@H]1OC(C)=O)OC(C)=O)COC(C)=O)OCCCCC(=O)O (5-[(2R,3R,4R,5R,6R)-3-acetamido-4,5-diacetoxy-6-acetoxymethyl-2-tetrahydropyranyloxy])Valeric acid